CC1=CC=C(C=C1)S(=O)(=O)N1CCC(CC1)C N-p-toluenesulfonyl-4-methylpiperidine